OC[C@@H]1C[C@H](CN1C)S(=O)(=O)F (3R,5S)-5-(hydroxymethyl)-1-methylpyrrolidine-3-sulfonyl fluoride